(2-((2-bromo-5-chlorophenyl)amino)ethyl)phenylalanine methyl ester COC([C@@H](NCCNC1=C(C=CC(=C1)Cl)Br)CC1=CC=CC=C1)=O